ClC1=CC=2C(N=C1Cl)=NSC2N2CCN(CC2)C(=O)OC(C)(C)C tert-Butyl 4-(5,6-dichloroisothiazolo[3,4-b]pyridin-3-yl)piperazine-1-carboxylate